2-Chloro-2-(2-(4-methoxybenzyl)hydrazono)acetic acid ethyl ester C(C)OC(C(=NNCC1=CC=C(C=C1)OC)Cl)=O